Cl.NC(C(=O)N)C[C@H]1C(N[C@H]2C[C@@H]12)=O 2-amino-3-((1S,4R,5S)-3-oxo-2-azabicyclo[3.1.0]hexan-4-yl)propionamide hydrochloride